P(=O)([O-])([O-])[O-].OC=1[C@H](OC(C1O)=O)[C@H](CO)O.[Na+].[Na+].[Na+] sodium vitamin C phosphate